CC(CNCCNCC(CC)(C)C)(CC)C N1,N2-di-(2,2-dimethylbutyl)ethane-1,2-diamine